((R)-5-phenyl-4,5-dihydro-1H-pyrazol-1-yl)methanone C1(=CC=CC=C1)[C@H]1CC=NN1C=O